O=S1(CC(C1)N1CCCCC1)=O 1-(1,1-dioxidothietan-3-yl)piperidin